OCC=1C=CC(=C(C1)NC(=O)CNC(=O)C1(CCCCC1)CN1C(C=CC1=O)=O)OCC1=CC=C(C=C1)[N+](=O)[O-] (2,5-dioxo-2,5-dihydro-pyrrol-1-yl-methyl)-cyclohexanecarboxylic acid {[5-hydroxymethyl-2-(4-nitro-benzyloxy)-phenylcarbamoyl]-methyl}-amide